3-(1-((1R,4R,5S)-2-azabicyclo[2.1.1]hexan-5-yl)-4-ethoxy-6-fluoro-7-(3-hydroxynaphthalen-1-yl)-2-(1-(3-oxomorpholino)ethyl)-1H-pyrrolo[3,2-c]quinolin-8-yl)propanenitrile [C@H]12NC[C@H]([C@@H]1N1C(=CC=3C(=NC=4C(=C(C(=CC4C31)CCC#N)C3=CC(=CC1=CC=CC=C31)O)F)OCC)C(C)N3C(COCC3)=O)C2